4-(8-FLUORO-3-QUINOLYL)SPIRO[1,3-BENZOXAZINE-2,1'-CYCLOBUTANE] FC=1C=CC=C2C=C(C=NC12)C1=NC2(CCC2)OC2=C1C=CC=C2